N-hydroxypropanesulfonamide ONS(=O)(=O)CCC